C(C)OC(=O)C1C2CCC(CC1)N2S(=O)(=O)C2=CC=C(C=C2)S(N(CC)CC)(=O)=O (trans)-Ethyl-8-((4-(N,N-diethylsulfamoyl)phenyl)sulfonyl)-8-azabicyclo[3.2.1]octane-2-carboxylate